OCCN1CCN(CC1)C1=CC=C(C=C2C(N(C(N2C)=[Se])C2=CC=C(C=C2)C)=O)C=C1 5-(4-(4-(2-hydroxyethyl)piperazin-1-yl)benzylidene)-1-methyl-2-selenoxo-3-(4-tolyl)imidazolin-4-one